ClC1=CC(=C(COC2=CC=CC(=N2)C2=CC(N(C=C2)CC2=NC3=C(N2CC2OCC2)C=C(C=C3)C(=O)O)=O)C=C1)F 2-((6-((4-Chloro-2-fluorobenzyl)oxy)-2'-oxo-[2,4'-bipyridyl]-1'(2'H)-yl)methyl)-1-(oxetan-2-ylmethyl)-1H-benzo[d]imidazole-6-carboxylic acid